1-amino-2-bromo-3-methylpyridin-1-ium 2,4,6-trimethylbenzenesulfonate CC1=C(C(=CC(=C1)C)C)S(=O)(=O)[O-].N[N+]1=C(C(=CC=C1)C)Br